O1CCN(CC1)C1CCN(CC1)C1=CC=C(C=C1)NC=O N-(4-(4-morpholinopiperidin-1-yl)phenyl)carboxamide